1,3-Dimethyl-N-[(3R)-1,1,3-trimethyl-2,3-dihydro-1H-inden-4-yl]-1H-pyrazol-4-carboxamid CN1N=C(C(=C1)C(=O)NC1=C2[C@@H](CC(C2=CC=C1)(C)C)C)C